1-[2-chloro-7-(8-chloro-1-naphthyl)-8-fluoro-pyrido[4,3-d]pyrimidin-4-yl]-3-methyl-piperidin-3-ol ClC=1N=C(C2=C(N1)C(=C(N=C2)C2=CC=CC1=CC=CC(=C21)Cl)F)N2CC(CCC2)(O)C